rac.-malononitrile C(CC#N)#N